(S)-4-(2-(2-((5-chloro-2-(1H-tetrazol-5-yl)phenyl)amino)-2-oxoacetamido)-3-phenylpropionamido)benzoic acid tert-butyl ester C(C)(C)(C)OC(C1=CC=C(C=C1)NC([C@H](CC1=CC=CC=C1)NC(C(=O)NC1=C(C=CC(=C1)Cl)C1=NN=NN1)=O)=O)=O